C(C)(=O)OC[C@@]1(C([C@H]1CC=O)(F)F)C ((1R,3S)-2,2-difluoro-1-methyl-3-(2-oxoethyl)cyclopropyl)methyl acetate